4-thia-1-azabicyclo[3.2.0]heptane N12CCSC2CC1